CN1C(C(=CC2=C(C=C(C=C12)C1CCOCC1)N1CCCC=2N=C(N=CC21)C=2C=CC(=NC2)C(=O)[O-])C)=O.[Li+] lithium 5-(5-(1,3-dimethyl-2-oxo-7-(tetrahydro-2H-pyran-4-yl)-1,2-dihydroquinolin-5-yl)-5,6,7,8-tetrahydropyrido[3,2-d]pyrimidin-2-yl)picolinate